NC1=C(C(=NC(=N1)N1N=CC=C1)N1N=CC(=C1)B(O)O)Br (1-(6-amino-5-bromo-2-(1H-pyrazol-1-yl)pyrimidin-4-yl)-1H-pyrazol-4-yl)boronic acid